1-(2'-hydroxyethyl)-3-hexylimidazole hexafluorophosphate F[P-](F)(F)(F)(F)F.OCCN1CN(C=C1)CCCCCC